C1(=CC=CC=C1)CCC[Si](OC(C)C)(OC(C)C)OC(C)C phenylpropyl-triisopropoxysilane